[Si](C)(C)(C)C1=CC=CC=2NC3=CC=CC=C3C(C12)=O TMS-acridone